(2-bromophenyl)-3-oxopropionic acid methyl ester COC(C(C=O)C1=C(C=CC=C1)Br)=O